C(C)(C)(C)OC(=O)N1CCC(CC1)N1C(NC2=C1C=CC=C2)=O 4-(2-oxo-2,3-dihydro-1H-benzo[d]imidazol-1-yl)piperidine-1-carboxylic acid tert-butyl ester